(S)-8-chloro-4-((5,6-difluoropyridin-3-yl)amino)-6-(((1-(2-fluoroethyl)-1H-1,2,3-triazol-4-yl)(pyridin-3-yl)methyl)amino)quinoline-3-carbonitrile ClC=1C=C(C=C2C(=C(C=NC12)C#N)NC=1C=NC(=C(C1)F)F)N[C@@H](C=1C=NC=CC1)C=1N=NN(C1)CCF